ClC1=CC(=C(C=C1)C(C)(C#C)C=1N=C(SC1)NC(C1=C(C=C(C=C1F)N1CCNCC1)F)=O)F N-(4-(2-(4-chloro-2-fluorophenyl)but-3-yn-2-yl)thiazol-2-yl)-2,6-difluoro-4-(piperazin-1-yl)benzamide